CC1=NC2=CC=CC=C2C=C1C(=O)N methyl-quinoline-3-carboxamide